3-((1R,3R)-1-(2,6-difluoro-4-iodophenyl)-3-methyl-3,4-dihydro-1H-pyrido[3,4-b]indol-2(9H)-yl)-2,2-difluoropropan-1-ol FC1=C(C(=CC(=C1)I)F)[C@H]1N([C@@H](CC2=C1NC1=CC=CC=C21)C)CC(CO)(F)F